N-((2R,3S)-1-(5-(difluoromethoxy)pyridin-2-yl)-2-((((CIS)-4-phenylcyclohexyl)oxy)methyl)pyrrolidin-3-yl)methanesulfonamide FC(OC=1C=CC(=NC1)N1[C@H]([C@H](CC1)NS(=O)(=O)C)CO[C@@H]1CC[C@@H](CC1)C1=CC=CC=C1)F